6-{2-[2-chloro-4-(trifluoromethyl)phenyl]ethyl}-4-hydroxy-2,3-dihydropyridazin-3-one ClC1=C(C=CC(=C1)C(F)(F)F)CCC=1C=C(C(NN1)=O)O